CN1C=2C(NC(=NC2NCC1CNC1=CC=C(C(N[C@@H](CCC(=O)O)C(=O)O)=O)C=C1)N)=O.C(CC[C@@H](C(=O)O)NC(=O)C1=CC=C(NCC2=CN=C3N=C(N)NC(=O)C3=N2)C=C1)(=O)O folic acid (N5-methyltetrahydrofolate)